N-[4-[2-(4-methyl-3-pyridinyl)-6-oxo-1H-pyridin-4-yl]-2-pyridinyl]acetamide CC1=C(C=NC=C1)C=1NC(C=C(C1)C1=CC(=NC=C1)NC(C)=O)=O